6-(4-chlorophenyl)-N-(4-(hydroxymethyl)-1-(ethylsulfonyl)piperidin-4-yl)-2-(1-methyl-1H-pyrazol-4-yl)-3-oxo-2,3-dihydropyridazine-4-carboxamide ClC1=CC=C(C=C1)C=1C=C(C(N(N1)C=1C=NN(C1)C)=O)C(=O)NC1(CCN(CC1)S(=O)(=O)CC)CO